(Z)-3-(dimethylamino)-1-(p-tolyl)prop-2-en-1-one CN(\C=C/C(=O)C1=CC=C(C=C1)C)C